(4-{9-[(4-hydroxybutyl)amino]-5,6,7,8-tetrahydroacridin-3-yl}pyridin-2-yl)cyclopropanecarboxamide OCCCCNC=1C=2CCCCC2N=C2C=C(C=CC12)C1=CC(=NC=C1)C1(CC1)C(=O)N